CN1N=C(C2=CC=CC(=C12)C1CCN(CC1)CCCNC)N1C(NC(CC1)=O)=O 1-(1-methyl-7-{1-[3-(methylamino)propyl]piperidin-4-yl}indazol-3-yl)-1,3-diazinane-2,4-dione